C(=S)(SC(C)(CCC(=O)NCCN1C(C=CC1=O)=O)C#N)SCCCCCCCCCCCC 2-cyano-5-((2-(2,5-dioxo-2,5-dihydro-1H-pyrrol-1-yl)ethyl)amino)-5-oxopentan-2-yl dodecyl carbonotrithioate